BrC(C(=O)NC1=CC2=C(N(C(=N2)[C@@H]2C[C@@H](CCC2)NC2=NC=C(C(=N2)OC)C#N)C)C=C1)CC 2-bromo-N-(2-((1S,3R)-3-((5-cyano-4-methoxypyrimidin-2-yl)amino)cyclohexyl)-1-methyl-1H-benzo[d]imidazol-5-yl)butanamide